(R)-9-oxo-8-(1-(3-(trifluoromethyl)phenyl)-1H-imidazol-4-yl)octahydro-2H-pyrazino[1,2-a]pyrazine-2-carbonitrile O=C1N(CCN2[C@@H]1CN(CC2)C#N)C=2N=CN(C2)C2=CC(=CC=C2)C(F)(F)F